N[C@@H](CO)CC1=C(C2=NC(=CC(=C2S1)NCC=1OC=CC1)Cl)Cl (2R)-2-amino-3-(3,5-dichloro-7-{[(furan-2-yl)methyl]amino}thieno[3,2-b]pyridin-2-yl)propan-1-ol